5-bromopyridine-3-carboxylic acid HCl salt Cl.BrC=1C=C(C=NC1)C(=O)O